2-[7-cyano-2-(2,5-dimethylpyrrol-1-yl)-1-methyl-benzimidazol-5-yl]acetic acid C(#N)C1=CC(=CC2=C1N(C(=N2)N2C(=CC=C2C)C)C)CC(=O)O